2H,3H-pyrido[2,3-b]pyrazine-1-carboxylate N1(C2=C(NCC1)N=CC=C2)C(=O)[O-]